N1=CNC(C2=CC=CC=C12)=O quinazolin-4(3H)-on